1-(2-ethylhexyl)-3-dodecylimidazolium acetate salt C(C)(=O)[O-].C(C)C(CN1C=[N+](C=C1)CCCCCCCCCCCC)CCCC